[2-(2,5-dichlorothiophen-3-yl)ethyl]hydrazine ClC=1SC(=CC1CCNN)Cl